Methyl ((4-bromophenoxy) (((2S,5R)-2-methyl-5-(5-methyl-2,4-dioxo-3,4-dihydropyrimidin-1(2H)-yl)-2,5-dihydrofuran-2-yl) methoxy)phosphoryl)-L-alaninate BrC1=CC=C(OP(=O)(OC[C@]2(O[C@H](C=C2)N2C(NC(C(=C2)C)=O)=O)C)N[C@@H](C)C(=O)OC)C=C1